CC1=C(C=C(C(=C1)N(S(=O)(=O)C)C1=CC=CC=C1)C)N=CN(C)CC N'-(2,5-dimethyl-4-(N-phenylmethylsulfonamido)phenyl)-N-ethyl-N-methylformimidamide